2,5-dichloro-2'-methyl-4,5'-bipyrimidine ClC1=NC=C(C(=N1)C=1C=NC(=NC1)C)Cl